ClC1=C(C=C(C=N1)C=1C=NN(C1)C1=C(C(=NN1C)OS(=O)(=O)C(C(C(C(F)(F)F)(F)F)(F)F)(F)F)C(F)(F)F)C(N(CC)C1CC1)=O [5-[4-[6-chloro-5-[cyclopropyl(ethyl)carbamoyl]-3-pyridyl]pyrazol-1-yl]-1-methyl-4-(trifluoromethyl)pyrazol-3-yl]1,1,2,2,3,3,4,4,4-nonafluorobutane-1-sulfonate